(4-amino-7-fluoro-1,3-dihydrofuro[3,4-c]quinolin-8-yl)((3R,5S)-3-methyl-5-(5-(trifluoromethyl)-2-pyridinyl)-4-morpholinyl)methanone NC1=NC=2C=C(C(=CC2C2=C1COC2)C(=O)N2[C@@H](COC[C@@H]2C2=NC=C(C=C2)C(F)(F)F)C)F